[Si](C)(C)(C(C)(C)C)OCCO[C@]1(N(CC1)C=1N=CC2=CN=C(C=C2C1C(C)C)Cl)C (2r,3s)-3-(2-((tert-butyldimethylsilyloxy)ethoxy)-2-methylazetidin-1-yl)-6-chloro-4-isopropyl-2,7-naphthyridine